BrCCC=1C(=CC(=NC1)Cl)Cl 5-(2-bromoethyl)-2,4-dichloropyridine